O1CCCC2=CC=CC(=C12)N Chroman-8-amine